N-((1-methyl-1H-indol-2-yl)methyl)-1-(2-(4-(trifluoromethyl)phenyl)-2H-pyrazolo[3,4-d]pyrimidin-4-yl)piperidine-3-carboxamide CN1C(=CC2=CC=CC=C12)CNC(=O)C1CN(CCC1)C=1C=2C(N=CN1)=NN(C2)C2=CC=C(C=C2)C(F)(F)F